4-(ethoxymethyl)-1-(4-ethynylbenzyl)-4-phenethylpiperidine C(C)OCC1(CCN(CC1)CC1=CC=C(C=C1)C#C)CCC1=CC=CC=C1